4,6-dichloropyrimidine-5-acetaldehyde ClC1=NC=NC(=C1CC=O)Cl